methyl 4-(N,N-bis(4-methoxybenzyl) sulfamoyl)-3-fluorobenzoate COC1=CC=C(CN(S(=O)(=O)C2=C(C=C(C(=O)OC)C=C2)F)CC2=CC=C(C=C2)OC)C=C1